ClC1=C(C(=O)NCCOCCO)C=CC(=C1)NC=1C=2N(C=CN1)C(=CN2)I 2-chloro-N-[2-(2-hydroxyethoxy)ethyl]-4-[(3-iodoimidazo[1,2-a]pyrazin-8-yl)amino]benzamide